tert-butyl [1,2-bis(5-fluoropyridin-2-yl)-2-oxoethyl]carbamate FC=1C=CC(=NC1)C(C(=O)C1=NC=C(C=C1)F)NC(OC(C)(C)C)=O